1-(2-(4-hydroxyphenyl)-1H-benzo[d]imidazol-5-yl)-3-(5-methoxy-2,2-dimethyl-2H-chromen-6-yl)urea OC1=CC=C(C=C1)C1=NC2=C(N1)C=CC(=C2)NC(=O)NC=2C(=C1C=CC(OC1=CC2)(C)C)OC